FC1=CC=C(C=C1)[C@@H](C(=O)NC1=NC=CC(=C1)C1=C(C=2C(N(C=C(C2N1)CC(F)(F)F)C)=O)C1=CC=C(C=C1)F)C (2S)-2-(4-Fluorophenyl)-N-{4-[3-(4-fluorophenyl)-5-methyl-4-oxo-7-(2,2,2-trifluoroethyl)-4,5-dihydro-1H-pyrrolo[3,2-c]pyridin-2-yl]pyridin-2-yl}propanamid